COC1=C(C=NC=C1)C1=CC2=C(C(=N1)C)C=NN2C2=CC(=CC(=N2)N2CC1C(C2)COC1)N1[C@@H]([C@H](C1)CS(=O)(=O)C)C 5-(6-(6-(4-methoxypyridin-3-yl)-4-methyl-1H-pyrazolo[4,3-c]pyridin-1-yl)-4-((2R,3S)-2-methyl-3-((methylsulfonyl)methyl)azetidin-1-yl)pyridin-2-yl)hexahydro-1H-furo[3,4-c]pyrrole